FC1(CC[C@@H](C=2N=CC=NC12)N1C(C(=CC=2C1=NC(=CN2)C)C2CCN(CC2)C2=C(C=CC=C2C)F)=O)F (S)-5-(8,8-Difluoro-5,6,7,8-tetrahydroquinoxalin-5-yl)-7-(1-(2-fluoro-6-methylphenyl)piperidin-4-yl)-3-methylpyrido[2,3-b]pyrazin-6(5H)-one